3-(5-((4-(4-((3r,5r,7r)-adamantan-1-yl)benzyl)piperazin-1-yl)methyl)-2-methyl-4-oxoquinazolin-3(4H)-yl)piperidine-2,6-dione C12(CC3CC(CC(C1)C3)C2)C2=CC=C(CN3CCN(CC3)CC3=C1C(N(C(=NC1=CC=C3)C)C3C(NC(CC3)=O)=O)=O)C=C2